N1(N=CC=C1)C=1C=CC=NC1 5-(1H-pyrazol-1-yl)pyridin